N[C@@H](CC(=O)O)C(=O)N[C@H](CO)C(=O)N L-aspartyl-D-serine amide